5-Chloro-2'-(4-(pentafluoro-λ6-sulfaneyl)phenoxy)-[3,3'-bipyridin]-6-ol ClC=1C=C(C=NC1O)C=1C(=NC=CC1)OC1=CC=C(C=C1)S(F)(F)(F)(F)F